C(#N)[C@H]1N(CC(C1)(F)F)C(CNC(=O)C=1C=CC(N2C1CCCCC2)=O)=O (S)-N-(2-(2-cyano-4,4-difluoropyrrolidin-1-yl)-2-oxoethyl)-4-oxo-4,6,7,8,9,10-hexahydropyrido[1,2-a]azepine-1-carboxamide